6-((5-fluoropyridin-2-yl)amino)-N-methoxy-4-((2-(N-methylsulfonylamino)phenyl)amino)nicotinamide FC=1C=CC(=NC1)NC1=NC=C(C(=O)NOC)C(=C1)NC1=C(C=CC=C1)NS(=O)(=O)C